FC(S(=O)(=O)OC1=C2C=C(N=CC2=CC=N1)NC1CCN(CC1)C(=O)OC(C)(C)C)(F)F tert-butyl 4-((5-(((trifluoromethyl)sulfonyl)oxy)-2,6-naphthyridin-3-yl)amino)piperidine-1-carboxylate